BrC1=CC(=C(C=C1)N1C(C=CC=C1)=O)C 1-(4-bromo-2-methylphenyl)pyridin-2(1H)-one